1-acetoxy-2,3,5-tri-O-benzoyloxy-beta-D-ribofuranose C(C)(=O)O[C@]1(O)[C@H](OOC(C2=CC=CC=C2)=O)[C@H](OOC(C2=CC=CC=C2)=O)[C@H](O1)COOC(C1=CC=CC=C1)=O